(S)-5-(2-(4-(5-chloro-2-(1H-tetrazol-1-yl)phenyl)-2,3-dioxopiperazin-1-yl)-3-(4-((phenoxycarbonyl)amino)phenyl)propanamido)benzofuran-2-carboxylic acid tert-butyl ester C(C)(C)(C)OC(=O)C=1OC2=C(C1)C=C(C=C2)NC([C@H](CC2=CC=C(C=C2)NC(=O)OC2=CC=CC=C2)N2C(C(N(CC2)C2=C(C=CC(=C2)Cl)N2N=NN=C2)=O)=O)=O